6,7-dihydro-1H-cyclopenta[d]pyrimidine-2,4(3H,5H)-dione N1C(NC(C2=C1CCC2)=O)=O